CS(=O)(=O)N[C@@H]1[C@@H](N(CC1)C(=O)OCCF)CO[C@@H]1CC[C@@H](CC1)C1=CC=CC=C1 2-fluoroethyl (CIS)-3-(methylsulfonamido)-2-((((CIS)-4-phenylcyclohexyl)oxy)methyl)-pyrrolidine-1-carboxylate